ClC=1C=C(C=C(C1)NS(=O)(=O)C)NC(=O)C=1C=NN(C1)C1=C(C=CC=C1C)OCC1=CC(=CC=C1)F N-(3-chloro-5-(methylsulfonamido)phenyl)-1-(2-((3-fluorobenzyl)oxy)-6-methylphenyl)-1H-pyrazole-4-carboxamide